ClCC(=O)N[C@@H]1CC[C@H](CC1)C(=O)N(C[C@@H]1CC[C@H](CC1)C1=CC(=C(C=C1)OC)C)C1=CC(=CC=C1)C=1C=NN(C1)C1CC1 trans-4-(2-chloroacetamido)-N-(3-(1-cyclopropyl-1H-pyrazol-4-yl)phenyl)-N-((trans-4-(4-methoxy-3-methylphenyl)cyclohexyl)methyl)cyclohexanecarboxamide